ONC(C(CCN1CCC(=CC1)C#CC#CCCCO)(S(=O)(=O)C)C)=O N-hydroxy-4-(4-(7-hydroxyhept-1,3-diyn-1-yl)-3,6-dihydropyridin-1(2H)-yl)-2-methyl-2-(methylsulfonyl)butanamide